CC1=C(C(NC2=CC=NC=C12)=O)C(C=CC1=CC=C(C=C1)C)=O 4-methyl-3-(3-(p-tolyl)acryloyl)-1,6-naphthyridin-2(1H)-one